(+/-)-cis-N-(8-Amino-6-(4-cyanopyridin-3-yl)cinnolin-3-yl)-2-fluorocyclopropanecarboxamide NC=1C=C(C=C2C=C(N=NC12)NC(=O)[C@H]1[C@H](C1)F)C=1C=NC=CC1C#N |r|